2-(3-(2-(1H-benzo[d]imidazol-2-yl)-2-cyanovinyl)-2,5-dimethyl-1H-pyrrol-1-yl)thiophene-3-carbonitrile N1C(=NC2=C1C=CC=C2)C(=CC2=C(N(C(=C2)C)C=2SC=CC2C#N)C)C#N